2-[4-(4-chlorophenoxy)-α,α,α-trifluoro-o-tolyl]-1-(1H-1,2,4-triazol-1-yl)propan-2-ol ClC1=CC=C(OC2=CC(=C(C=C2)C(F)(F)F)C(CN2N=CN=C2)(C)O)C=C1